2-chloro-N-(5-(2-(((1r,4r)-4-((2-fluoro-ethyl)(methyl)amino)-cyclohexyl)amino)-8-isopropyl-7-oxo-7,8-dihydropyrido[2,3-d]-pyrimidin-6-yl)pyridin-2-yl)benzenesulfonamide hydrochloride Cl.ClC1=C(C=CC=C1)S(=O)(=O)NC1=NC=C(C=C1)C1=CC2=C(N=C(N=C2)NC2CCC(CC2)N(C)CCF)N(C1=O)C(C)C